(2S)-2-{4,7-bis[(1R)-1-carboxy-2-hydroxyethyl]-10-[(1S)-1-carboxy-2-hydroxyethyl]-1,4,7,10-tetraazacyclododecan-1-yl}-5-{4-[2-(2-ethoxyethoxy)ethoxy]phenyl}pentanoic acid C(=O)(O)[C@@H](CO)N1CCN(CCN(CCN(CC1)[C@H](CO)C(=O)O)[C@@H](CO)C(=O)O)[C@H](C(=O)O)CCCC1=CC=C(C=C1)OCCOCCOCC